OC=1C(=CC2=C(N=C(S2)NC(C2=CN=C(C=C2)C(F)(F)F)=O)C1)C(=O)O 5-hydroxy-2-(6-(trifluoromethyl)nicotinamido)benzo[d]thiazole-6-carboxylic acid